CN(P(=O)(N(C)C)N(C)C)C N-[bis(dimethylamino)phosphoryl]-N-methyl-methanamine